COC1=C(C=O)C=CC(=C1OC)OC 2,3,4-trimethoxy-benzaldehyde